octadec-9-en-1-yl acrylate C(C=C)(=O)OCCCCCCCCC=CCCCCCCCC